β-methyl-L-tryptophan CC([C@H](N)C(=O)O)C1=CNC2=CC=CC=C12